2-methyl-5-(3-methyl-1,2,4-thiadiazol-5-yl)aniline CC1=C(N)C=C(C=C1)C1=NC(=NS1)C